CSC1=NC=C(C(=N1)N1CCCCC1)C(F)(F)F 2-(methylthio)-4-(piperidin-1-yl)-5-(trifluoromethyl)pyrimidine